(3-amino-6-((4-methoxybenzyl)oxy)pyridin-2-yl)dimethylphosphine oxide NC=1C(=NC(=CC1)OCC1=CC=C(C=C1)OC)P(C)(C)=O